((2R,5S)-5-(ethylsulfonamido)tetrahydro-2H-pyran-2-yl)methyl 4-methylbenzenesulfonate CC1=CC=C(C=C1)S(=O)(=O)OC[C@@H]1OC[C@H](CC1)NS(=O)(=O)CC